(-)-Methyl-4-oxo-2-(o-tolyl)-3-(4-(m-tolyl)buta-2,3-dien-1-yl)chromane-3-carboxylate COC(=O)C1(C(OC2=CC=CC=C2C1=O)C1=C(C=CC=C1)C)CC=C=CC=1C=C(C=CC1)C